OC1=C(C)C=C(C(=C1)O)O 2,4,5-trihydroxytoluene